NC1=C(C=C(C=C1)NC(C)=O)N 1,2-diamino-4-acetamidobenzene